N[C@@H](CO)CC1=C(C=2N=C(N=C(C2S1)NCC=1OC=CC1)Cl)C (2R)-2-amino-3-(2-chloro-4-{[(furan-2-yl)methyl]amino}-7-methylthieno[3,2-d]pyrimidin-6-yl)propan-1-ol